silver phenylselenate C1(=CC=CC=C1)O[Se](=O)(=O)[O-].[Ag+]